4-Bromo-1-(difluoromethyl)-2(1H)-pyridinone BrC1=CC(N(C=C1)C(F)F)=O